C(CCC)(=O)CC(CC(CCC)=O)=C 1,3-dibutyryl-2-methylenepropane